n-butoxypentafluoroethylcyclotriphosphazene C(CCC)OP1(=NP=NP=N1)C(C(F)(F)F)(F)F